OC1CCN(CC1)C1=CC=C(C=C1)NC=1N=CC2=C(N1)C(N(C(=C2)C=2C=C(C=CC2C)NC(C2=CC(=CC=C2)C(F)(F)F)=O)C)=O N-(3-(2-((4-(4-hydroxypiperidin-1-yl)phenyl)amino)-7-methyl-8-oxo-7,8-dihydropyrido[3,4-d]pyrimidin-6-yl)-4-methylphenyl)-3-(trifluoromethyl)benzamide